NC1=NC(=C(C=2N1N=C(N2)CC2=NC=CC=C2F)C2=NC=NC=C2)C=2C=C(C#N)C=CC2 3-(5-amino-2-((3-fluoropyridin-2-yl)methyl)-8-(pyrimidin-4-yl)-[1,2,4]triazolo[1,5-c]pyrimidin-7-yl)benzonitrile